C1(CC1)C1=CC(=NN1)NC1=NC(=NC=C1)N1C2CCC(C1)(C2)COC N-(5-Cyclopropyl-1H-pyrazol-3-yl)-2-[4-(methoxymethyl)-2-azabicyclo[2.2.1]heptan-2-yl]pyrimidin-4-amine